N-(2-hydroxyethyl)-N-methyl-acetamide OCCN(C(C)=O)C